NC=1C2=C(N=CN1)N(C=C2)[C@H]2[C@@H]([C@@H]([C@H](C2)CCC2=CC=C1C=C3C(=NC1=C2)NN(C3=O)C)O)O 7-(2-((1S,2R,3S,4R)-4-(4-amino-7H-pyrrolo[2,3-d]pyrimidin-7-yl)-2,3-dihydroxycyclopentyl)ethyl)-2-methyl-1,2-dihydro-3H-pyrazolo[3,4-b]quinolin-3-one